C(C)OC(=O)C=1C(N(C2=NC=C(C=C2C1)C1CC1)CC1=CC=C(C=C1)F)=O 6-cyclopropyl-1-[(4-fluorophenyl)methyl]-2-oxo-1,8-naphthyridine-3-carboxylic acid ethyl ester